C(CC)N(C(OCN1C(C=CC2=CC=C(C=C12)OCCCCN1CCN(CC1)C1=CC=CC=2SC=CC21)=O)=O)CCC (7-(4-(4-(benzo[b]thiophen-4-yl)piperazin-1-yl)butoxy)-2-oxoquinolin-1(2H)-yl)methyl dipropylcarbamate